(6-(3,5-Dimethylisoxazol-4-yl)-2-(1-(2-hydroxy-2-methylpropyl)-1H-Pyrazol-4-yl)quinazolin-4-yl)-N-methylpiperidine-4-carboxamide CC1=NOC(=C1C=1C=C2C(=NC(=NC2=CC1)C=1C=NN(C1)CC(C)(C)O)N1CCC(CC1)C(=O)NC)C